2-chloro-N-(4-methyl-3-((3-(9-(tetrahydro-2H-pyran-2-yl)-9H-purin-6-yl)pyridin-2-yl)amino)phenyl)acetamide ClCC(=O)NC1=CC(=C(C=C1)C)NC1=NC=CC=C1C1=C2N=CN(C2=NC=N1)C1OCCCC1